[6-[chlorocarbonyl-[(1-methyl-4-piperidyl)methyl]amino]-11-(6,6-dipentoxyhexanoyloxy)undecyl] 6,6-dipentoxyhexanoate C(CCCC)OC(CCCCC(=O)OCCCCCC(CCCCCOC(CCCCC(OCCCCC)OCCCCC)=O)N(CC1CCN(CC1)C)C(=O)Cl)OCCCCC